calcium silicate zirconium phosphate P(=O)([O-])([O-])[O-].[Zr+4].[Si]([O-])([O-])([O-])O.[Ca+2]